2-ethyl-1,3-hexanediol ditrimethylphenylglyoxylate CC1=C(C(=C(C=C1)C(C(=O)OCC(C(CCC)OC(C(=O)C1=C(C(=C(C=C1)C)C)C)=O)CC)=O)C)C